4-(2,5-dimethyl-1H-pyrrol-1-yl)-3-fluorobenzonitrile CC=1N(C(=CC1)C)C1=C(C=C(C#N)C=C1)F